FC(OC1=CC=C(C=C1)C(C#N)=C)(F)F 2-(4-Trifluoromethoxy-Phenyl)-Acrylonitrile